O=C1NCCN(CC1)C=1N=C2SC=CN2C1C=O 6-(5-OXO-1,4-DIAZEPAN-1-YL)IMIDAZO[2,1-B][1,3]THIAZOLE-5-CARBALDEHYDE